S1C(=NC2=C1C=CC=C2)NC(C2=C(C=C(C=C2)Br)C)=O N-(benzo[d]thiazol-2-yl)-4-bromo-2-methylbenzamide